C(C)(C)(C)N1N=C(C=C1NC(O)=O)[C@@H]1C[C@@H](CC1)OC(=O)OC1=CC=CC=C1.C(C)N(C(C1=C(C=C(C(=C1)C(C)C)O)O)=O)C=1C=C2CCCNC2=CC1 N-ethyl-2,4-dihydroxy-5-isopropyl-N-(1,2,3,4-tetrahydroquinolin-6-yl)benzamide (1-(tert-butyl)-3-((1S,3R)-3-((phenoxycarbonyl)oxy)cyclopentyl)-1H-pyrazol-5-yl)carbamate